2-methyl-3-[(E,7R,11R)-3,7,11,15-tetramethylhexadec-2-enyl]naphthalene-1,4-dione CC=1C(C2=CC=CC=C2C(C1C\C=C(\CCC[C@@H](CCC[C@@H](CCCC(C)C)C)C)/C)=O)=O